N1=C(C=CC=C1)SSCCCC(=O)O 4-(pyridin-2-yldithio)butyric acid